2-(6-(((1s,2s,3r,5r)-2-fluoro-9-azabicyclo[3.3.1]non-3-yl)oxy)pyridazin-3-yl)-5-(5-methyl-1,3,4-oxadiazol-2-yl)phenol F[C@H]1[C@@H]2CCC[C@H](C[C@H]1OC1=CC=C(N=N1)C1=C(C=C(C=C1)C=1OC(=NN1)C)O)N2